(3-aminophenyl)(3-vinylphenyl)methanol NC=1C=C(C=CC1)C(O)C1=CC(=CC=C1)C=C